N-[4-fluoro-1-[4-(trifluoromethyl)anilino]-2,3-dihydro-1H-inden-5-yl]acrylamide FC1=C2CCC(C2=CC=C1NC(C=C)=O)NC1=CC=C(C=C1)C(F)(F)F